C12(CC(C1)C2)N2N=NC(=C2)[C@H](C2=C1C=CN(C(C1=CC=C2)=O)C)NC=2C=C1C(=C(N=NC1=C(C2)C#N)C#N)NCC(C)(C)C (S)-6-{[(1-(bicyclo[1.1.1]pentane-1-yl)-1H-1,2,3-triazol-4-yl)(2-methyl-1-oxo-1,2-dihydroisoquinolin-5-yl)methyl]amino}-4-(neopentylamino)cinnoline-3,8-dicarbonitrile